NC=1C=C2C(=CC=NC2=CC1C)OCCNC1CCN(CC1)N1C2=NC(=NC=C2N(C1=O)C)Cl 9-(4-((2-((6-Amino-7-methylquinolin-4-yl)oxy)ethyl)amino)piperidin-1-yl)-2-chloro-7-Methyl-7,9-dihydro-8H-purin-8-one